6-(4-fluorophenyl)-5-methyl-5H-pyrrolo[2,3-b]Pyrazine-3-carboxylic acid methyl ester COC(=O)C1=CN=C2C(=N1)N(C(=C2)C2=CC=C(C=C2)F)C